FC=1C=C(C=CC1)C(C=1C(=CN(C1)S(=O)(=O)C1=CC=C(C)C=C1)S(=O)(=O)N)([2H])[2H] 4-((3-fluorophenyl)methyl-d2)-1-tosyl-1H-pyrrole-3-sulfonamide